4-Chloro-6-cyclopropyl-nicotinaldehyde ClC1=CC(=NC=C1C=O)C1CC1